tert-butyl (2-(3-bromo-2-(((tert-butyldiphenylsilyl) oxy)methyl) phenyl)-2-hydroxyethyl)(methyl)carbamate BrC=1C(=C(C=CC1)C(CN(C(OC(C)(C)C)=O)C)O)CO[Si](C1=CC=CC=C1)(C1=CC=CC=C1)C(C)(C)C